FC(C1=NN=C(O1)C1=CC(=C(CN2N=C(N=N2)C2=CC=C(C=C2)CN)C(=C1)F)F)F (4-(2-(4-(5-(difluoromethyl)-1,3,4-oxadiazol-2-yl)-2,6-difluorobenzyl)-2H-tetrazol-5-yl)phenyl)methylamine